C1(=CCCC1)C1=CC=C(CN(C(=O)[C@@H]2N(CC2)S(=O)(=O)C2=C(C(=C(C(=C2F)F)F)F)F)C2=CC=C(C(=O)OCC3=CC=CC=C3)C=C2)C=C1 benzyl (R)-4-(N-(4-(cyclopent-1-en-1-yl)benzyl)-1-((perfluorophenyl)sulfonyl)azetidine-2-carboxamido)benzoate